8-methyl-2-oxo-1,2,3,4-tetrahydroquinoline-6-boronic acid pinacol ester CC=1C=C(C=C2CCC(NC12)=O)B1OC(C)(C)C(C)(C)O1